9-(3,4-difluorophenyl)-3,4-dihydropyrido[2,1-c][1,2,4]thiadiazine 2,2-dioxide FC=1C=C(C=CC1F)C1=CC=CN2C1=NS(CC2)(=O)=O